CC(=O)OCC1=C(N2[C@@H]([C@@H](C2=O)NC(=O)/C(=N\\OC)/C3=CSC(=N3)N)SC1)C(=O)O The molecule is a cephalosporin compound having acetoxymethyl and [2-(2-amino-1,3-thiazol-4-yl)-2-(methoxyimino)acetyl]amino side groups. It has a role as a drug allergen and an antibacterial drug. It is a member of 1,3-thiazoles, an oxime O-ether and a cephalosporin. It is a conjugate acid of a cefotaxime(1-).